COC1=CC=C(CC=2N=C(C3=CN=C(C=C3C2)N)NC)C=C1 4-methoxybenzyl-N1-methyl-2,7-naphthyridine-1,6-diamine